C[Si](OC(C)(C)C#C)(OC(C)(C)C#C)OC(C#C)(C)C methyltri(1,1-dimethyl-1-ethynylmethoxy)silane